N-((8-methoxy-2-(6-methoxypyridin-3-yl)-2,3-dihydrobenzo[b][1,4]dioxin-6-yl)methyl)-1-(methylsulfanyl)-2-nitrovinylamine COC1=CC(=CC2=C1OC(CO2)C=2C=NC(=CC2)OC)CNC(=C[N+](=O)[O-])SC